C1(N=NC2=NC=CC=C12)=O Triaza-indenone